(4-(naphthalen-1-yl)phenyl)acrylic acid C1(=CC=CC2=CC=CC=C12)C1=CC=C(C=C1)C(C(=O)O)=C